COC1=CC=C(CN(C=2C=3N(N=C(C2)NC=2C(N(C=CC2)C2=NC=CC=C2)=O)C(=CN3)C(=O)O)C)C=C1 8-((4-methoxybenzyl)(methyl)amino)-6-((2-oxo-2H-[1,2'-bipyridin]-3-yl)amino)imidazo[1,2-b]pyridazine-3-carboxylic acid